1-[3-[(2-chloro-6-iodopyridin-3-yl)oxy]pyrrolidin-1-yl]ethanone ClC1=NC(=CC=C1OC1CN(CC1)C(C)=O)I